C[C@]1([C@H](CC=C2C(CCC[C@@H]12)(C)C)C)CC=1C(C(C=C(C1O)NC[C@H](CC)C)=O)=O 3-[[(1R,2S,8aS)-1,2,5,5-tetramethyl-2,3,6,7,8,8a-hexahydronaphthalen-1-yl]methyl]-4-hydroxy-5-[[(2S)-2-methylbutyl]amino]cyclohexa-3,5-diene-1,2-dione